ethyl (E)-5,5,5-trifluoro-4-oxopent-2-enoate FC(C(/C=C/C(=O)OCC)=O)(F)F